4-(3-chloro-5-(trifluoromethyl)benzyl)-N-hydroxy-3-oxo-3,4-dihydro-2H-benzo[b][1,4]oxazine-6-carboxamide ClC=1C=C(CN2C3=C(OCC2=O)C=CC(=C3)C(=O)NO)C=C(C1)C(F)(F)F